C(CCCCCCCCC(=O)OC1CC(N(C(C1)(C)C)C)(C)C)(=O)OC1CC(N(C(C1)(C)C)C)(C)C bis-(N-methyl-2,2,6,6-tetramethyl-4-piperidinyl) sebacate